methyl 4-(3-bromo-4-oxobutyl)benzoate BrC(CCC1=CC=C(C(=O)OC)C=C1)C=O